8-Methyl-3,4-dihydro-quinolin-2(1H)-one CC=1C=CC=C2CCC(NC12)=O